BrC=1C(=NC(=CC1)C1CCOCC1)C#N 3-bromo-6-(tetrahydro-2H-pyran-4-yl)picolinonitrile